C[C@H]1N(C[C@H](N(C1)C(=O)[C@]1(O[C@@H]1C1=CC=CC=C1)C)C)C(=O)[C@]1(O[C@@H]1C1=CC=CC=C1)C ((2R,5R)-2,5-dimethylpiperazine-1,4-diyl)bis(((2S,3R)-2-methyl-3-phenyl-oxiran-2-yl)methanone)